tert-butyl ((5S,8S,10aR)-8-(((R)-chroman-4-yl)carbamoyl)-3-(cyclopropylcarbamoyl)-6-oxodecahydropyrrolo[1,2-a][1,5]diazocin-5-yl)carbamate O1CC[C@H](C2=CC=CC=C12)NC(=O)[C@@H]1CC[C@H]2N1C([C@H](CN(CC2)C(NC2CC2)=O)NC(OC(C)(C)C)=O)=O